C1(CC1)N1N=CC(=C1)[C@H]1CN(CCO1)C(=O)OC(C)(C)C tert-butyl (S)-2-(1-cyclopropyl-1H-pyrazol-4-yl)morpholine-4-carboxylate